(6-((5-Chloro-2-((2-methoxy-4-(9-methyl-3,9-diazaspiro[5.5]undecan-3-yl)phenyl)amino)pyrimidin-4-yl)amino)-2,3-dimethylphenyl)dimethylphosphine oxide ClC=1C(=NC(=NC1)NC1=C(C=C(C=C1)N1CCC2(CC1)CCN(CC2)C)OC)NC2=CC=C(C(=C2P(C)(C)=O)C)C